OC1=C(C(=O)C2=C(C=C(C(=C2)O)O)Br)C=C(C=C1)Br 2,4',5'-trihydroxy-5,2'-dibromobenzophenone